Methyl-2-[acetyl(2-cyanobenzyl)amino]-4,7-dihydro-5H-spiro[1-benzothiophene-6,2'-[1,3]dioxolane] CC1OC2(OC1)CC1=C(C=C(S1)N(CC1=C(C=CC=C1)C#N)C(C)=O)CC2